ClC=1C=C(C(=NC1)OC)S(=O)(=O)NC1=C(C(=C(C=C1)F)C1=CC=C2C(=NNC2=C1F)C=1NC=CN1)Cl 5-chloro-N-(2-chloro-4-fluoro-3-(7-fluoro-3-(1H-imidazol-2-yl)-1H-indazol-6-yl)phenyl)-2-methoxypyridine-3-sulfonamide